FC1(C[C@@H](N(C[C@H]1C)C(C(=O)NC=1C=C(C(=NC1)NC(OC(C)(C)C)=O)C)=O)C1=CC=C(C=C1)F)F Tert-butyl N-[5-[[2-[(2R,5R)-4,4-difluoro-2-(4-Fluorophenyl)-5-methyl-1-piperidyl]-2-oxo-acetyl]amino]-3-methyl-2-pyridyl]carbamate